1-(1-(m-Tolyl)-1H-imidazol-2-yl)isoindoline C1(=CC(=CC=C1)N1C(=NC=C1)C1NCC2=CC=CC=C12)C